(1-methoxypropan-2-yl)benzene-1,2-diamine COCC(C)C1=C(C(=CC=C1)N)N